OC1(CCC1)C1=CC(=C(C=N1)C1=NC=C2C=C(N=CC2=C1)CC(=O)N)C {7-[6-(1-hydroxycyclobutyl)-4-methylpyridin-3-yl]-2,6-naphthyridin-3-yl}acetamide